3-(7-Chloro-1H-indazol-4-yl)-N6-[2-fluoro-4-(methylsulfonyl)phenyl]-1-isopropyl-1H-pyrazolo[3,4-d]pyrimidine-4,6-diamine ClC=1C=CC(=C2C=NNC12)C1=NN(C2=NC(=NC(=C21)N)NC2=C(C=C(C=C2)S(=O)(=O)C)F)C(C)C